FC(C(=O)C1=CC=C(C=C1)F)C(C(F)(F)F)(O)O 2,4,4,4-tetrafluoro-1-(4-fluorophenyl)-3,3-dihydroxybutan-1-one